COC(=O)C1=C(C=NC=C1)NC[C@@H]1CCCC2=CC(=CC=C12)S(=O)(=O)C1=CC=C(C=C1)C 3-({[(1R)-6-(4-methylbenzenesulfonyl)-1,2,3,4-tetrahydronaphthalen-1-yl]methyl}amino)pyridine-4-carboxylic acid methyl ester